8-cyclopentyl-7H-purine C1(CCCC1)C1=NC2=NC=NC=C2N1